C(=CC=CCCC)C1=CC=C2C=CC=C3C=C4C=CC=CC4=CC1=C23 heptadienyl-(PLEIADENE)